[N+](=O)([O-])C1=C(N)C=CC(=C1)C1=NC=CC=C1 2-nitro-4-(2-pyridinyl)aniline